(S)-6-(1-amino-1,3-dihydrospiro[indene-2,4'-piperidine]-1'-yl)-3-(8-fluoro-2H-chromen-4-yl)-1,5-dihydro-4H-pyrazolo[3,4-d]pyrimidin-4-one N[C@@H]1C2=CC=CC=C2CC12CCN(CC2)C=2NC(C1=C(N2)NN=C1C1=CCOC2=C(C=CC=C12)F)=O